FC=1C=C(C=CC1N1CCC2(OCCO2)CC1)CC(=O)OC Methyl 2-(3-fluoro-4-(1,4-dioxa-8-azaspiro[4.5]decan-8-yl)phenyl)acetate